tetrabutyl-1,2,4,5-benzenetetracarboxylic acid C(CCC)OC(=O)C1=C(C=C(C(=C1)C(=O)OCCCC)C(=O)OCCCC)C(=O)OCCCC